tert-butyl (N-(tert-butyldimethylsilyl)-4-(2-(4,4-difluoroazepan-1-yl)-6-methyl-5-(trifluoromethyl)nicotinamido)pyridine-2-sulfonimidoyl)carbamate [Si](C)(C)(C(C)(C)C)N=S(=O)(C1=NC=CC(=C1)NC(C1=C(N=C(C(=C1)C(F)(F)F)C)N1CCC(CCC1)(F)F)=O)NC(OC(C)(C)C)=O